FC(C=1N=CC=2N(C1)C(=CN2)C2=NC=CC(=N2)C=2C=C(C=CC2)NC(CNS(=O)(=O)C)=O)F N-(3-(2-(6-(Difluoromethyl)imidazo[1,2-a]pyrazin-3-yl)pyrimidin-4-yl)phenyl)-2-(methylsulfonamido)acetamide